(3aS,12bR)-10-chloro-11-(3-methoxypropoxy)-3,3-dimethyl-7-oxo-1,2,3,3a,7,12b-hexahydrocyclopenta[c]pyrido[2,1-a]isoquinoline-6-carboxylic acid ClC=1C(=CC=2[C@@H]3[C@H](N4C(C2C1)=CC(C(=C4)C(=O)O)=O)C(CC3)(C)C)OCCCOC